2-(3-(6-ethylpyridin-2-yl)-1H-pyrazol-4-yl)-7-(4-(pyrrolidin-1-yl)piperidin-1-yl)-1,5-naphthyridine C(C)C1=CC=CC(=N1)C1=NNC=C1C1=NC2=CC(=CN=C2C=C1)N1CCC(CC1)N1CCCC1